OC1C(OCC(C1O)O)C(=O)O 3,4,5-trihydroxy-tetrahydro-2H-pyran-2-carboxylic acid